ClC(C=O)(Cl)Cl trichloroethanone